NC1=CC=C(C(=O)OCCCCC(=O)N2CCC3=CC=C(C=C23)[N+](=O)[O-])C=C1 5-(6-nitroindolin-1-yl)-5-oxopentyl 4-aminobenzoate